(S)-4-bromo-5-chloro-6-fluoro-3-oxo-2-phenyl-2,3-dihydrobenzofuran-2-carbonitrile BrC1=C(C(=CC2=C1C([C@@](O2)(C#N)C2=CC=CC=C2)=O)F)Cl